[C@@H]12C=3NN=NC3CO[C@H]2CNC1 |r| rac-(1S,9R)-8-oxa-3,4,5,11-tetrazatricyclo[7.3.0.02,6]dodeca-2(6),4-diene